9'-chloro-2',4'-dimethyl-2'-(1,4-dioxaspiro[4.5]decan-8-yl)-6',7'-dihydro-5'H-spiro[cyclopropane-1,8'-[1,3]dioxolo[4,5-g]isoquinolin]-5'-one ClC=1C=2C3(CNC(C2C(=C2C1OC(O2)(C2CCC1(OCCO1)CC2)C)C)=O)CC3